2-fluoro-6-[(2-hydroxy-3-methoxybenzyl)amino]-9-(tetrahydrofuran-2-yl)-9H-purine FC1=NC(=C2N=CN(C2=N1)C1OCCC1)NCC1=C(C(=CC=C1)OC)O